OC1OC(C2=CC=C(C=C12)OC)=O 3-hydroxy-5-methoxy-3H-isobenzofuran-1-one